methyl 3-(6-phenyl-1-((2-(trimethylsilyl)ethoxy)methyl)-1H-benzo[d]imidazol-2-yl)-1-((2-(trimethylsilyl)ethoxy)methyl)-1H-indazole-5-carboxylate C1(=CC=CC=C1)C=1C=CC2=C(N(C(=N2)C2=NN(C3=CC=C(C=C23)C(=O)OC)COCC[Si](C)(C)C)COCC[Si](C)(C)C)C1